10,13-Dihydroxytricos-15-enoic acid OC(CCCCCCCCC(=O)O)CCC(CC=CCCCCCCC)O